ethyl (2-cyano-2-(2-(3,5-dichloro-4-((2-(pyridin-3-ylmethyl)-1-oxo-1,2,3,4-tetrahydroisoquinolin-6-yl)oxy)phenyl)hydrazono)acetyl)carbamate C(#N)C(C(=O)NC(OCC)=O)=NNC1=CC(=C(C(=C1)Cl)OC=1C=C2CCN(C(C2=CC1)=O)CC=1C=NC=CC1)Cl